COC1=NC(=CC=C1NC(=O)C=1C(=NOC1C)C1=CC=CC=C1)C1=CN=C(S1)OC N-[2-Methoxy-6-(2-methoxythiazol-5-yl)-3-pyridyl]-5-methyl-3-phenyl-isoxazole-4-carboxamide